FC=1C(=NC(=NC1)NC1=NC=2CCN(CC2C=C1)CC(=O)O)C=1C=C(C2=C(N(C(=N2)C)C(C)C)C1)F 2-(2-((5-fluoro-4-(4-fluoro-1-isopropyl-2-methyl-1H-benzo[d]imidazol-6-yl)pyrimidin-2-yl)amino)-7,8-dihydro-1,6-naphthyridin-6(5H)-yl)acetic acid